ClC1=C(N=C2N(C1=O)C=C(C=C2[C@@H](C)NC2=C(C(=O)OC(C)(C)C)C=CC=C2)C)N2CCC(CC2)(C)C tert-butyl (R)-2-((1-(3-chloro-2-(4,4-dimethylpiperidin-1-yl)-7-methyl-4-oxo-4H-pyrido[1,2-a]pyrimidin-9-yl)ethyl)amino)benzoate